(S)-N-((4-((1-(dimethylamino)-5-(4-fluorophenyl)pentan-3-yl)amino)-3-nitrophenyl)sulfonyl)-1-methoxycycloheptane-1-carboxamide CN(CC[C@H](CCC1=CC=C(C=C1)F)NC1=C(C=C(C=C1)S(=O)(=O)NC(=O)C1(CCCCCC1)OC)[N+](=O)[O-])C